O=C(C)[C@H]1CC[C@H]2[C@@H]3CC[C@H]4C[C@H](CC[C@]4(C)[C@H]3CC[C@]12C)NS(=O)(=O)C N-((3β,5α)-20-Oxopregnan-3-yl)methanesulfonamide